OC1=C2[C@H]3[C@H](C(OC2=CC(=C1C(=O)O)CCC)(C)C)CCC(=C3)C (6aR,10aR)-1-hydroxy-6,6,9-trimethyl-3-propyl-6a,7,8,10a-tetrahydro-6H-benzo[c]chromene-2-carboxylic acid